ClC=1C=C(C(=NC1)OC1=C(C=CC=C1)N1N=CC(=C1)C(F)(F)F)F 5-chloro-3-fluoro-2-[2-[4-(trifluoromethyl)pyrazol-1-yl]phenoxy]pyridine